C(CCC)N1C(C=NC2=CC=CC=C12)=O N-butylquinoxalinone